C(C)NC(C(C)(C)C)=O N-ethyl-2,2-dimethylpropionamide